C(C1=CC=CC=C1)OCC1=NN(C(N1CC)=O)C1=NC=2C=CN(C(C2C=C1F)=O)C1=C(C=CC=C1)C(F)(F)F 2-(3-((benzyloxy)methyl)-4-ethyl-5-oxo-4,5-dihydro-1H-1,2,4-triazol-1-yl)-3-fluoro-6-(2-(trifluoromethyl)phenyl)-1,6-naphthyridin-5(6H)-one